7'-((7H-pyrrolo[2,3-d]pyrimidin-4-yl)amino)-5'-chlorospiro[cyclopentane-1,2'-pyrido[2,1-f][1,2,4]triazine]-4',8'(1'H,3'H)-dione hydrochloride Cl.N1=CN=C(C2=C1NC=C2)NC2=CC(=C1C(NC3(NN1C2=O)CCCC3)=O)Cl